Pyridine-3-carboxamide N1=CC(=CC=C1)C(=O)N